3-[3-[2-(2,6-dioxo-3-piperidyl)-1,3-dioxo-isoindolin-4-yl]propoxy]propanoic acid O=C1NC(CCC1N1C(C2=CC=CC(=C2C1=O)CCCOCCC(=O)O)=O)=O